C(C1=CC(=C(C(=C1)CC)C1=C(C(=O)N)C=CC=C1)CC)C1=CC(=C(C(=C1)CC)C1=C(C(=O)N)C=CC=C1)CC N'-[methylenebis(2,6-diethyl-4,1-phenylene)]bis-[benzamide]